(5-chloro-2-methoxyphenyl)(p-tolyl)sulfane ClC=1C=CC(=C(C1)SC1=CC=C(C=C1)C)OC